4-(3,4-dihydroisoquinolin-2(1H)-yl)-2-(1-methyl-1H-pyrazol-4-yl)-5,7-dihydro-6H-pyrrolo[3,4-d]pyrimidine-6-carbonitrile C1N(CCC2=CC=CC=C12)C=1C2=C(N=C(N1)C=1C=NN(C1)C)CN(C2)C#N